Trans-3-((6-(4-(((4-cyclohexylpyrimidin-2-yl)amino)methyl)-3-methylisoxazol-5-yl)-2-meth-ylpyridin-3-yl)carbamoyl)-2,2-difluorocyclopropane-1-carboxylic acid C1(CCCCC1)C1=NC(=NC=C1)NCC=1C(=NOC1C1=CC=C(C(=N1)C)NC(=O)[C@@H]1C([C@H]1C(=O)O)(F)F)C